(S)-N-((R)-1-(4-(2H-tetrazol-5-yl)thiophen-2-yl)ethyl)-7-((9,9-difluoro-9H-fluorene-3-carbonyl)glycyl)-1,4-dioxa-7-azaspiro[4.4]nonane-8-carboxamide N=1NN=NC1C=1C=C(SC1)[C@@H](C)NC(=O)[C@H]1N(CC2(OCCO2)C1)C(CNC(=O)C=1C=CC=2C(C3=CC=CC=C3C2C1)(F)F)=O